COC1=CC=C(C(C2=CC=CC=C2)(C2=CC=CC=C2)Cl)C=C1 4-methoxytrityl chloride